C(CCCCCCCCC(=O)OC(CCCCCCCC)CCCCCCCC)(=O)OC[C@@H](COCC1=CC=CC=C1)O (R)-1-(3-(Benzyloxy)-2-hydroxypropyl) 10-(heptadecan-9-yl) decanedioate